4-(4-chlorophenyl)-2-(morpholin-4-yl)-8-(1H-pyrazol-5-yl)-1,7-naphthyridine ClC1=CC=C(C=C1)C1=CC(=NC2=C(N=CC=C12)C1=CC=NN1)N1CCOCC1